BrC1=C2C[C@](N(C2=CC(=C1Cl)F)C(=O)OC(C)(C)C)(C1=CC=CC=C1)/C=N/[S@](=O)C(C)(C)C t-butyl (S)-4-bromo-2-((E)-(((R)-t-butylsulfinyl) imino) methyl)-5-chloro-6-fluoro-2-phenylindoline-1-carboxylate